2-chloro-3,4-bis((4-methoxybenzyl)oxy)-N-(2-(pyrrolidine-1-yl)ethyl)benzamide ClC1=C(C(=O)NCCN2CCCC2)C=CC(=C1OCC1=CC=C(C=C1)OC)OCC1=CC=C(C=C1)OC